OC(CC(=O)OCCCCCC)CC(=O)OCC(CCC)CCC1C(CCCC1C)(C)C 1-hexyl 5-(2-(2-(2,2,6-trimethylcyclohexyl) ethyl) pentyl) 3-hydroxyglutarate